3-fluoro-2-(methylsulfonyl)-5-(4,4,5,5-tetramethyl-1,3,2-dioxaborolan-2-yl)pyridine FC=1C(=NC=C(C1)B1OC(C(O1)(C)C)(C)C)S(=O)(=O)C